N-((2-aminocyclopropyl)methyl)-4-((3-(1-(2,2-difluoroethyl)-3-(trifluoromethyl)-1H-pyrazol-4-yl)imidazo[1,2-a]pyrazin-8-yl)amino)-2-ethylbenzamide formate C(=O)O.NC1C(C1)CNC(C1=C(C=C(C=C1)NC=1C=2N(C=CN1)C(=CN2)C=2C(=NN(C2)CC(F)F)C(F)(F)F)CC)=O